NNC(NN)=N.OC=1C(=C(C(=C(C1[N+](=O)[O-])O)[N+](=O)[O-])Br)[N+](=O)[O-] 3,5-dihydroxy-2,4,6-trinitrobromobenzene bis-aminoguanidine salt